N1=C(C=CC=C1)C1=CC=C(C=C1)C1=NOC(C1)C(=O)N 3-(4-(pyridin-2-yl)phenyl)-4,5-dihydroisoxazole-5-carboxamide